ClC1=C(C=C(C=C1)C=1NC(C=2N(C1)N=C(C2C2CCC2)C(=O)O)=O)F 6-(4-Chloro-3-fluorophenyl)-3-cyclobutyl-4-oxo-4,5-dihydropyrazolo[1,5-a]pyrazine-2-carboxylic acid